CN1CC(=C(C2=CC=C3C(=C12)OC1=C3C=CC=C1)O)C(C(F)(F)F)=O 1-methyl-4-hydroxy-3-(2,2,2-trifluoroethan-1-one-1-yl)benzofuro[3,2-h]quinoline